IC(CCCCC)CCC 4-iodo-ethylheptane